tert-butyl (2S,3R)-3-(4-octylphenyl)-2-((pent-4-en-1-yloxy)methyl)pyrrolidine-1-carboxylate C(CCCCCCC)C1=CC=C(C=C1)[C@@H]1[C@H](N(CC1)C(=O)OC(C)(C)C)COCCCC=C